FC1=C(C=CC(=C1)C1C(COC2=CC(=CC=C12)O)C1=CC(=C(C=C1)F)OC)N1CCC(CC1)CN1CCN(CC1)C=1C=C2CN(C(C2=CC1)=O)C1C(NC(CC1)=O)=O 3-(5-(4-((1-(2-fluoro-4-(3-(4-fluoro-3-methoxyphenyl)-7-hydroxychroman-4-yl)phenyl)piperidin-4-yl)methyl)piperazin-1-yl)-1-oxoisoindolin-2-yl)piperidine-2,6-dione